C1(CCCCC1)CNCC=1C=CC=2N(C1)C=C(N2)CNC(=O)C=2OC1=CC=CC=C1C(C2)=O N-[(6-{[(cyclohexylmethyl)amino]methyl}imidazo[1,2-a]pyridin-2-yl)methyl]-4-oxo-4H-chromene-2-carboxamide